C(C)(C)(C)OC(=O)N1CCN(CC1)CC1CCN(CC1)C1=NC=C(C(=C1)C1=NN(C2=CC=C(C=C12)OC1(CC1)C)COCC[Si](C)(C)C)F.ClC(C=O)CCCCCC 2-chlorooctanal tert-butyl-4-[[1-[5-fluoro-4-[5-(1-methylcyclopropoxy)-1-(2-trimethylsilylethoxymethyl)indazol-3-yl]-2-pyridyl]-4-piperidyl]methyl]piperazine-1-carboxylate